(1R)-methyl 2'-fluoro-3'-methyl-3-oxospiro[cyclohexane-1,1'-indene]-4-carboxylate FC=1[C@@]2(C3=CC=CC=C3C1C)CC(C(CC2)C(=O)OC)=O